[N+](=O)([O-])C=1C(C2=NC3=CC=CC=C3C2=CC1)=O nitrocarbazolone